FC(C1=CC=C(C=N1)CCCN1N=CC(=C1)CN)(F)F (1-(3-(6-(trifluoromethyl)pyridin-3-yl)propyl)-1H-pyrazol-4-yl)methanamine